carbamic acid (S)-2-(3-chlorophenyl)-2-methyl-1-phenylpropyl ester ClC=1C=C(C=CC1)C([C@H](C1=CC=CC=C1)OC(N)=O)(C)C